OCCCCC1C2(CC2)CCN(C1)C(=O)OC(C)(C)C tert-butyl 4-(4-hydroxybutyl)-6-azaspiro[2.5]octane-6-carboxylate